FC1=C(C(=C(C=C1)[N+](=O)[O-])F)C 1,3-difluoro-2-methyl-4-nitrobenzene